5-ethoxy-3-methylpyrazole C(C)OC1=CC(=NN1)C